methylcyclopropyl carbonate C(OC1(CC1)C)([O-])=O